methyl 5-iodo-2,2-dimethyl-pentanoate ICCCC(C(=O)OC)(C)C